COC1=CC=C(C=C1)C1(OC2=C(O1)C=C(C=C2C(=O)O)[N+](=O)[O-])C2=CC=C(C=C2)OC 2,2-bis(4-methoxyphenyl)-6-nitrobenzo[d][1,3]dioxole-4-carboxylic acid